[7-[3-(4-piperidinyloxy)prop-1-ynyl]Imidazo[1,2-a]Pyridin-3-yl]Hexahydropyrimidine-2,4-dione N1CCC(CC1)OCC#CC1=CC=2N(C=C1)C(=CN2)N2C(NC(CC2)=O)=O